((3-(2-(5-bromoisoindolin-2-yl)pyrimidin-4-yl)-5-fluorophenyl)ethynyl)-1H-indazole BrC=1C=C2CN(CC2=CC1)C1=NC=CC(=N1)C=1C=C(C=C(C1)F)C#CN1N=CC2=CC=CC=C12